((1s,3s)-3-Hydroxy-3-methylcyclobutyl)(7-((5-(trifluoromethyl)pyrimidin-2-yl)oxy)-2-azaspiro[3.5]nonan-2-yl)methanone OC1(CC(C1)C(=O)N1CC2(C1)CCC(CC2)OC2=NC=C(C=N2)C(F)(F)F)C